4-METHYL-PYRIDINE-2-CARBOXYLIC ACID CC1=CC(=NC=C1)C(=O)O